C[C@@H]1CNCCN1C(C(F)(F)F)CO (3R)-3-methyl-4-(1,1,1-trifluoro-3-hydroxypropan-2-yl)piperazin